2-bromo-8-isopropyl-5-(2,2,2-trifluoroethoxy)-[1,2,4]Triazolo[1,5-a]Pyridine BrC1=NN2C(C(=CC=C2OCC(F)(F)F)C(C)C)=N1